FC=1CN(N(C1)C(C)C)C(NC1=C2C(=NC3=C1CCC3)CCC2)=O 4-Fluoro-N'-((1,2,3,5,6,7-hexahydrodicyclopenta[b,e]pyridin-8-yl)carbamoyl)-1-isopropyl-1H-pyrazole